C(C)(C)N1NC(C2=CC(=C3C(=C12)C=CC=C3)OC)=O 1-isopropyl-5-methoxy-1H-benzo[g]indazol-3(2H)-one